4-((2r,4r)-4-(cyclopropylmethoxy)-1-(4-methyl-3,6,7,8-tetrahydrocyclopenta[e]indol-8-yl)piperidin-2-yl)benzoic acid C1(CC1)CO[C@H]1C[C@@H](N(CC1)C1CCC2=C1C=1C=CNC1C(=C2)C)C2=CC=C(C(=O)O)C=C2